O[C@H]1[C@H](O[C@@]2([C@@H](CCO2)NC(CC2=CC(=CC=C2)OC2=CC=CC=C2)=O)[C@@H]([C@H]1N1N=NC(=C1)C1=CC(=C(C(=C1)F)F)F)O)CO N-((4R,5S,7R,8R,9S,10R)-8,10-dihydroxy-7-(hydroxymethyl)-9-(4-(3,4,5-Trifluorophenyl)-1H-1,2,3-triazol-1-yl)-1,6-dioxaspiro[4.5]decan-4-yl)-2-(3-phenoxyphenyl)acetamide